C(C)O/C=C/C=1C=C(C(=O)O)C=CC1 3-[(1E)-2-ethoxyethenyl]benzoic acid